tert-butyl (1R,5S,6S)-6-{3-chloro-6-methylpyrrolo[3,2-c]pyridazin-5-yl}-3-azabicyclo[3.1.0]hexane-3-carboxylate ClC1=CC2=C(N=N1)C=C(N2C2[C@@H]1CN(C[C@H]21)C(=O)OC(C)(C)C)C